C1(CC1)C=1C=CC=2N(C1)C=C(N2)CNC2=CC(=NC=C2F)N N4-((6-Cyclopropylimidazo[1,2-a]pyridin-2-yl)methyl)-5-fluoropyridine-2,4-diamine